2-(3-acetyl-5-(pyrimidin-5-yl)-1H-indol-1-yl)-N-(2-((3-chloro-2-fluorobenzyl)amino)-2-oxoethyl)-N-isopropylacetamide C(C)(=O)C1=CN(C2=CC=C(C=C12)C=1C=NC=NC1)CC(=O)N(C(C)C)CC(=O)NCC1=C(C(=CC=C1)Cl)F